2-(2-methylbut-3-ene-1-yl)isoindoline-1,3-dione CC(CN1C(C2=CC=CC=C2C1=O)=O)C=C